4-(2-(2-Aminopyridin-3-yl)-5-chloro-3H-imidazo[4,5-b]pyridin-3-yl)benzyl acetate C(C)(=O)OCC1=CC=C(C=C1)N1C(=NC=2C1=NC(=CC2)Cl)C=2C(=NC=CC2)N